bis[3,5-difluoro-2-(2-pyridinyl)phenyl-(2-carboxypyridinyl)]Iridium (III) FC=1C(=C(C=C(C1)F)C1=C(C(=NC=C1)C(=O)O)[Ir+]C=1C(=NC=CC1C1=C(C(=CC(=C1)F)F)C1=NC=CC=C1)C(=O)O)C1=NC=CC=C1